2-[3-(Ethylsulfanyl)-6-fluoropyridin-2-yl]-3-methyl-6-(trifluoromethyl)-3H-imidazo[4,5-b]pyridine C(C)SC=1C(=NC(=CC1)F)C1=NC=2C(=NC=C(C2)C(F)(F)F)N1C